(S)-2-(1,3-dioxoisoindolin-2-yl)-6-hydroxy-N-methylhexanamide O=C1N(C(C2=CC=CC=C12)=O)[C@H](C(=O)NC)CCCCO